C1(CCCC1)N(C(=O)C=1C(=C2C=CC(OC2=CC1CCCCC)(CCC=C(C)C)C)O)C N-cyclopentyl-5-hydroxy-N,2-dimethyl-2-(4-methylpent-3-en-1-yl)-7-pentyl-2H-chromen-6-carboxamide